C(C)(C)(C)OC(=O)N1CC(C1)(C)C(C1=CC=C(C=C1)OC(F)(F)F)(O)C1=CC(=CC=C1)Cl 3-[(3-Chloro-phenyl)-hydroxy-(4-trifluoromethoxy-phenyl)-methyl]-3-methyl-azetidine-1-carboxylic acid tert-butyl ester